bis{2-[(oxo) diphenylphosphino]phenyl} ether O=P(C1=C(C=CC=C1)OC1=C(C=CC=C1)P(C1=CC=CC=C1)(C1=CC=CC=C1)=O)(C1=CC=CC=C1)C1=CC=CC=C1